2-hydroxy-1-[4-{4-(2-hydroxy-2-methyl-propionyl)benzyl}-phenyl]-2-methyl-propane-1-On OC(C(=O)C1=CC=C(C=C1)CC1=CC=C(C=C1)C(C(C)(C)O)=O)(C)C